C(C)(C)C1=C(NC2=CC=C(C=C12)C1CCN(CC1)CCCN(C)C)C1=CC(=NC=C1)C 3-(4-(3-isopropyl-2-(2-methylpyridin-4-yl)-1H-indol-5-yl)piperidin-1-yl)-N,N-dimethylpropan-1-amine